N'-methylnicotinic acid C[N+]1=CC=CC(=C1)C(=O)[O-]